N1=C(N=CC=C1)S pyrimidyl mercaptan